N1CCCC=2C(=CC=CC12)N 1,2,3,4-tetrahydroquinolin-5-amine